BrC1=CC2=C(C(NS2(=O)=O)=O)C=C1 6-bromo-1,1-dioxo-1,2-benzothiazol-3-one